FC1=CC(=C(OC2=CCN(C(=C2)C(F)(F)F)C2=C(C=CC(=C2)S(=O)(=O)C)F)C=C1)OC 4-(4-fluoro-2-methoxy-phenoxy)-N-(2-fluoro-5-methylsulfonyl-phenyl)-6-(trifluoromethyl)pyridine